CC=1C(=NC(=NC1)NC=1C=NN(C1)C1CCOCC1)C=1C=CC(=NC1)OCC1(CC1)C#N 1-(((5-(5-methyl-2-((1-(tetrahydro-2H-pyran-4-yl)-1H-pyrazol-4-yl)amino)pyrimidin-4-yl)pyridin-2-yl)oxy)methyl)cyclopropanecarbonitrile